CC1=CC2=C(S1)C1=CC=CC=C1C=C2O 2-methylnaphtho[1,2-b]thiophen-4-ol